styryl-quinolinium chloride [Cl-].C(=CC1=CC=CC=C1)[N+]1=CC=CC2=CC=CC=C12